C(N)(OCC(=O)NC1=C(C=CC=C1)C(NC=1SC(=C(N1)C)[N+](=O)[O-])=O)=O (2-((2-((4-methyl-5-nitrothiazol-2-yl) carbamoyl) phenyl) amino)-2-oxoethyl) carbamate